4-(1,2,3,4-Tetrahydroquinolin-3-yl)benzenesulfonamide N1CC(CC2=CC=CC=C12)C1=CC=C(C=C1)S(=O)(=O)N